3,4-dihydro-1H-isoquinoline-4-carboxylic acid C1NCC(C2=CC=CC=C12)C(=O)O